C1(=CC=CC=C1)C(N1CC(C1)NC(CC)=O)C1=CC=CC=C1 N-[1-(diphenylmethyl)azetidin-3-yl]propionamide